BrC1=C(C2=C(SC(=C2)C(C[C@@H](C(=O)OCC)C)=O)C=C1OC)F ethyl (S)-4-(5-bromo-4-fluoro-6-methoxybenzo[b]thiophen-2-yl)-2-methyl-4-oxobutanoate